1-(3-methoxyphenyl)-1H-pyrazole-5-carboxylic acid methyl ester COC(=O)C1=CC=NN1C1=CC(=CC=C1)OC